1-(9-ethyl-2-(3-(1-methyl-1H-pyrazol-3-yl)phenyl)-9H-purin-6-yl)pyrrolidin-2-one C(C)N1C2=NC(=NC(=C2N=C1)N1C(CCC1)=O)C1=CC(=CC=C1)C1=NN(C=C1)C